di-(p-bromophenyl)methylene(cyclopentadienyl)(2,7-di-tert-butylfluorenyl)zirconium dichloride [Cl-].[Cl-].BrC1=CC=C(C=C1)C(=[Zr+2](C1=C(C=CC=2C3=CC=C(C=C3CC12)C(C)(C)C)C(C)(C)C)C1C=CC=C1)C1=CC=C(C=C1)Br